CC1=CN(C2=CC=C(C=C12)S(=O)(=O)N1CCCCC1)C(C(C)=O)C 3-[3-methyl-5-(1-piperidylsulfonyl)indol-1-yl]butan-2-one